CN1CC(N(CC1)C(=O)C1=C(C=C(C=C1)NC(=O)C1CC1)N1CCCC1)C1=CC(=CC=C1)C N-[4-[4-methyl-2-(3-methylphenyl)piperazine-1-carbonyl]-3-pyrrolidin-1-ylphenyl]cyclopropanecarboxamide